C1(CCCCC1)C1=CC=C(CN(C(=O)[C@@H]2N(CC2)S(=O)(=O)C2=C(C(=C(C(=C2F)F)F)F)F)C2=C(C=C(C(=O)[O-])C=C2)F)C=C1 (R)-4-(N-(4-cyclohexylbenzyl)-1-((perfluorophenyl)sulfonyl)azetidine-2-carboxamido)-3-fluorobenzoate